3-amino-1-(cyclopropylmethyl)-7-fluoro-N-(1-methylcyclopropyl)-2,4-dioxo-1,2,3,4-tetrahydroquinazoline-6-sulfonamide NN1C(N(C2=CC(=C(C=C2C1=O)S(=O)(=O)NC1(CC1)C)F)CC1CC1)=O